1-benzyl-4-((1-methoxy-1-oxopropan-2-yl)thio)(methyl)aminopyridine C(C1=CC=CC=C1)N1C(C=C(C=C1)SC(C(=O)OC)C)NC